2-(2-(cyclopropanesulfonylamino)pyrimidin-4-yl)-2-methyl-N-(3'-(trifluoromethyl)-[1,1'-biphenyl]-4-yl)propanamide C1(CC1)S(=O)(=O)NC1=NC=CC(=N1)C(C(=O)NC1=CC=C(C=C1)C1=CC(=CC=C1)C(F)(F)F)(C)C